C(#N)C1=CNC2=NC=C(N=C21)N2CCC1(C[C@H](CN1C(=O)NC=1C(N(C=C(C1)C(F)(F)F)C)=O)C)CC2 (R)-8-(7-cyano-5H-pyrrolo[2,3-b]pyrazin-2-yl)-3-methyl-N-(1-methyl-2-oxo-5-(trifluoromethyl)-1,2-dihydropyridin-3-yl)-1,8-diazaspiro[4.5]decane-1-carboxamide